4-(4-amino-7-cyano-2-(2-fluoro-4-methacrylamidophenyl)-1-methyl-1H-pyrrolo[3,2-c]pyridin-3-yl)-2-methoxy-N-(2,2,2-trifluoroethyl)benzamide NC1=NC=C(C2=C1C(=C(N2C)C2=C(C=C(C=C2)NC(C(=C)C)=O)F)C2=CC(=C(C(=O)NCC(F)(F)F)C=C2)OC)C#N